2,2-dimethyl-4-oxo-3,6,9,12-tetraoxapentadecane-15-carboxylic acid CC(C)(OC(COCCOCCOCCCC(=O)O)=O)C